O1C(=NC=C1)C=1N=CC(=NC1)C(=O)N 5-(Oxazol-2-yl)pyrazine-2-carboxamide